C(C)OC(=O)[C@@]12C[C@@H]([C@@H](C=C1)O2)C(=O)OC(C)(C)C |r| rac-(1RS,3SR,4RS)-7-oxabicyclo[2.2.1]Hept-5-ene-1,3-dicarboxylic acid 3-(tert-butyl) ester 1-ethyl ester